FC(C(=O)O)(F)F.FC(C(=O)O)(F)F.ClC=1C(=C(C(=C(C1)C(C)N1N=C(C=2C1=NC=NC2N)C)OCC)C2CN(C2)C(C)C)C 1-{1-[5-Chloro-2-ethoxy-3-(1-isopropylazetidin-3-yl)-4-methylphenyl]ethyl}-3-methyl-1H-pyrazolo[3,4-d]pyrimidin-4-amine bis(trifluoroacetate)